7-Chloro-5-((6-chloroindolin-1-yl)sulfonyl)isoquinolin-1(2H)-one ClC1=CC(=C2C=CNC(C2=C1)=O)S(=O)(=O)N1CCC2=CC=C(C=C12)Cl